4-amino-7-chloro-N-methyl-N-((5R)-2-(trifluoromethyl)-6,7-dihydro-5H-cyclopenta[b]pyridin-5-yl)-1,3-dihydrofuro[3,4-c]quinoline-8-carboxamide NC1=NC=2C=C(C(=CC2C2=C1COC2)C(=O)N([C@@H]2CCC1=NC(=CC=C12)C(F)(F)F)C)Cl